CC(C(=O)OC(=C)C(F)(F)F)(CN1N=C(C2=CC(=CC=C12)C)C1=CC=CC=C1)C 3,3,3-Trifluoroprop-1-en-2-yl 2,2-dimethyl-3-(5-methyl-3-phenyl-1H-indazol-1-yl)propanoate